(p-fluorophenyl-1H-1,2,5,7-tetraazainden-6-yl)benzoic acid FC1=CC=C(C=C1)N1N=CC2=CN=C(N=C12)C1=C(C(=O)O)C=CC=C1